[N+](=O)([O-])C1=CC=C(C=C1)C(C1C(CCCC1)=O)NC1=CC=CC=C1 2-((4-nitrophenyl)(phenylamino)methyl)cyclohexan-1-one